tert-butyl (1S,2R,5R)-3-(5-bromo-7-chloro-2-(ethylthio)-8-fluoropyrido[4,3-d]pyrimidin-4-yl)-2-((Z)-but-2-en-1-yl)-3,8-diazabicyclo[3.2.1]octane-8-carboxylate BrC1=NC(=C(C=2N=C(N=C(C21)N2[C@@H]([C@@H]1CC[C@H](C2)N1C(=O)OC(C)(C)C)C\C=C/C)SCC)F)Cl